4-(2-(6-((7R)-7-Amino-2-azabicyclo[2.2.1]heptane-2-carbonyl)-3-methylpyrazolo[1,5-a]pyrimidin-2-yl)-1-(cyclopropylmethyl)-1H-pyrrolo[2,3-b]pyridin-6-yl)-2-fluorobenzamide N[C@H]1C2N(CC1CC2)C(=O)C=2C=NC=1N(C2)N=C(C1C)C1=CC=2C(=NC(=CC2)C2=CC(=C(C(=O)N)C=C2)F)N1CC1CC1